tert-butyl (R)-4-(bis(4-chlorophenyl)methyl)-3-methylpiperazine-1-carboxylate ClC1=CC=C(C=C1)C(N1[C@@H](CN(CC1)C(=O)OC(C)(C)C)C)C1=CC=C(C=C1)Cl